tert-butyl (s)-1-((4-(benzylthio) phenyl) (methyl) amino)-1-oxo-3-phenylpropan-2-ylcarbamate C(C1=CC=CC=C1)SC1=CC=C(C=C1)N(C([C@H](CC1=CC=CC=C1)NC(OC(C)(C)C)=O)=O)C